CC1=CC=CC(=N1)C1=NNC=C1C=1N=C2C(=CC=NC2=CC1)CNCCN1CCOCC1 N-[[6-[3-(6-methyl-2-pyridyl)-1H-pyrazol-4-yl]-1,5-naphthyridin-4-yl]methyl]-2-morpholino-ethanamine